5-(2-methyl-2-norbornyloxycarbonyl)-bicyclo[2.2.1]hept-2-ene CC1(C2CCC(C1)C2)OC(=O)C2C1C=CC(C2)C1